N-(3-(3,3-dimethyl-1-(4-methyl-4H-1,2,4-triazol-3-yl)cyclobutyl)phenyl)-5-((neopentylamino)methyl)-2-oxo-1-(2,2,2-trifluoroethyl)-1,2-dihydropyridine-3-carboxamide CC1(CC(C1)(C1=NN=CN1C)C=1C=C(C=CC1)NC(=O)C=1C(N(C=C(C1)CNCC(C)(C)C)CC(F)(F)F)=O)C